1-Methoxy-2-methyl-3-((phenylsulfonyl)methyl)benzene COC1=C(C(=CC=C1)CS(=O)(=O)C1=CC=CC=C1)C